C=C(C)B1OCCO1 (prop-1-en-2-yl)-1,3,2-dioxaborolane